calcium methane di(methylphosphinate) CP([O-])=O.CP([O-])=O.C.[Ca+2]